racemic-2,5-hexanediol CC(CCC(C)O)O